(Z)-3-fluoro-4-(2-methyl-3-(2-methyl-4-(methylsulfonyl)benzyl)-1H-pyrrolo[3,2-b]pyridin-1-yl)but-2-en-1-amine dihydrochloride Cl.Cl.F\C(=C/CN)\CN1C(=C(C2=NC=CC=C21)CC2=C(C=C(C=C2)S(=O)(=O)C)C)C